N-{8-chloro-1-[trans-4-(pyridin-2-yloxy)cyclohexyl]-5,6-dihydro-4H-[1,2,4]triazolo[4,3-a][1]benzazepin-5-yl}-N2,N2-dimethylglycinamide ClC=1C=CC2=C(CC(CC=3N2C(=NN3)[C@@H]3CC[C@H](CC3)OC3=NC=CC=C3)NC(CN(C)C)=O)C1